The molecule is an octadecanoid that is (6E,8Z)-octadecadienoic acid carrying an additional oxo substituent at position 5. It has a role as a human metabolite. It is an enone, an octadecanoid, a long-chain fatty acid, an oxo fatty acid and a polyunsaturated fatty acid. CCCCCCCCC/C=C\\C=C\\C(=O)CCCC(=O)O